(R)-N-Boc-3-hydroxymethyl-pyrrolidine C(=O)(OC(C)(C)C)N1C[C@@H](CC1)CO